ClC1=CC(=C(C=C1)C=1C=2N(N=C(C1)[C@@H]1C[C@@H](OCC1)C1=CC(=NC=C1)C)C(C(=C(N2)C)C)=O)F |r| Racemic-9-(4-chloro-2-fluoro-phenyl)-2,3-dimethyl-7-[rac-(2R,4S)-2-(2-methyl-4-pyridyl)tetrahydropyran-4-yl]pyrimido[1,2-b]pyridazin-4-one